4,6-dimethoxy-5-prop-1-ynyl-pyrimidin-2-amine COC1=NC(=NC(=C1C#CC)OC)N